P(=O)(OCC(COC(C)=O)OC(C)=O)(OCCNC(CCCCC1SC[C@@H]2NC(N[C@@H]21)=O)=O)[O-] 2,3-diacetoxypropyl 2-(5-((3aS,6aR)-2-oxohexahydro-1H-thieno[3,4-d]imidazol-4-yl)pentanamido)ethyl phosphate